FC1(CCN(CC1)C1=NC(=CC(=C1)I)F)F 2-(4,4-difluoropiperidin-1-yl)-6-fluoro-4-iodopyridine